ClC=1C=CC(=C(C1)C(C)O)C1=C(N=CS1)Cl 1-(5-Chloro-2-(4-chlorothiazol-5-yl)phenyl)ethan-1-ol